N-(3-(tert-butyl)-5-cyanopyrazolo[1,5-a]pyridin-2-yl)-3,3-dimethylbutanamide C(C)(C)(C)C=1C(=NN2C1C=C(C=C2)C#N)NC(CC(C)(C)C)=O